C(C)SC1=NN=C(S1)NC(CSC=1NC(C2=C(N1)N(N=C2)C(C)C)=O)=O N-(5-(ethylthio)-1,3,4-thiadiazol-2-yl)-2-((1-isopropyl-4-oxo-4,5-dihydro-1H-pyrazolo[3,4-d]pyrimidin-6-yl)thio)acetamide